(4'-(methanesulfonyl)-[1,1'-biphenyl]-4-sulfonyl) piperidine-3-carboxylate N1CC(CCC1)C(=O)OS(=O)(=O)C1=CC=C(C=C1)C1=CC=C(C=C1)S(=O)(=O)C